N-[(7R)-3-cyclopropyl-5-[(2-fluoro-2-methylpropyl)sulfamoyl]-7,8-dihydro-6H-cyclopenta[g]isoquinolin-7-yl]-6-methoxy-1H-indole-3-carboxamide C1(CC1)C=1N=CC2=CC3=C(C(=C2C1)S(NCC(C)(C)F)(=O)=O)C[C@@H](C3)NC(=O)C3=CNC1=CC(=CC=C31)OC